rac-tert-butyl (3R,4S)-3-hydroxy-4-methoxy-4-((trimethylsilyl)ethynyl)piperidine-1-carboxylate O[C@@H]1CN(CC[C@@]1(C#C[Si](C)(C)C)OC)C(=O)OC(C)(C)C |r|